5-chloro-7-(4-methylpiperidin-1-yl)-6-(2,4,6-trifluorophenyl)-[1,2,4]triazolo-[1,5-a]pyrimidine ClC1=NC=2N(C(=C1C1=C(C=C(C=C1F)F)F)N1CCC(CC1)C)N=CN2